1,1'-(3,3',5,5'-tetramethyl[1,1'-biphenyl]-4,4'-diyl)bis{2-amino-3-[(E)-diazenyl]naphthalene-1-sulfonic acid} CC=1C=C(C=C(C1C1(C(C(=CC2=CC=CC=C12)\N=N\[H])N)S(=O)(=O)O)C)C1=CC(=C(C(=C1)C)C1(C(C(=CC2=CC=CC=C12)\N=N\[H])N)S(=O)(=O)O)C